glycine TertButyl Ester C(C)(C)(C)OC(CN)=O